4-[5-[7-cyano-4-(isopropylamino)benzofurano[3,2-b]pyridin-3-yl]-1,3,4-thiadiazol-2-yl]piperazine-1-carboxylic acid tert-butyl ester C(C)(C)(C)OC(=O)N1CCN(CC1)C=1SC(=NN1)C=1C(=C2C(=NC1)C1=C(O2)C=C(C=C1)C#N)NC(C)C